N,N-diethyl-2-carboxyl-acrylamide C(C)N(C(C(=C)C(=O)O)=O)CC